ClC=1C=C2C(=CNC2=CC1)CC(C)N 1-(5-chloro-1H-indol-3-yl)propan-2-amine